ClC1=C(C=2N(C=C1)C=CN2)OC 7-chloro-8-methoxy-imidazo[1,2-a]pyridine